tert-butyl 2-(3-phenylpropyl)cyclopropane-1-carboxylate C1(=CC=CC=C1)CCCC1C(C1)C(=O)OC(C)(C)C